C(C)(C)(C)S(=O)(=O)N1C[C@@H](CC1(C)C)N1CCCC2=CC(=CC(=C12)C1=C2C(=NC=C1)C=C(S2)CO)Cl (R)-(7-(1-(1-(tert-butylsulfonyl)-5,5-dimethylpyrrolidin-3-yl)-6-chloro-1,2,3,4-tetrahydroquinolin-8-yl)thieno[3,2-b]pyridin-2-yl)methanol